ClC1=CC=C(C=C1)C1=NN=C(C2=CC=CC=C12)NC1CNCC(C1)(F)F 4-(4-chlorophenyl)-N-(5,5-difluoropiperidin-3-yl)phthalazin-1-amine